(S)-4-(4-(1-((5-(cyclopentyloxy)pyridin-2-yl)amino)-1-oxopropan-2-yl)-2,2-dimethylpiperazine-1-carbonyl)pyridine 1-oxide C1(CCCC1)OC=1C=CC(=NC1)NC([C@H](C)N1CC(N(CC1)C(=O)C1=CC=[N+](C=C1)[O-])(C)C)=O